FC(OC=1C=C(C(=O)OC)C=CC1C1=NC=CC2=C1CN(C2=O)C2=CC=C(C=C2)F)F methyl 3-(difluoromethoxy)-4-[2-(4-fluorophenyl)-1-oxo-2,3-dihydro-1H-pyrrolo[3,4-c]pyridin-4-yl]benzoate